2,2'-azobis(2-methyl-propionamidine) N(=NC(C(=N)N)(C)C)C(C(=N)N)(C)C